5-[2-Isopropyl-5-(trifluoromethyl)imidazo[4,5-b]pyridin-3-yl]-7-methyl-indolin C(C)(C)C1=NC=2C(=NC(=CC2)C(F)(F)F)N1C=1C=C2CCNC2=C(C1)C